trichlorotert-butyl alcohol ClC(C(C)(C)O)(Cl)Cl